CC1=C(C(=O)N[C@H](C)C2=CC(=NC3=CC=CC=C23)C=2C=NN(C2)C)C=C(C=C1)O[C@@H]1CN(CC1)C 2-methyl-N-((R)-1-(2-(1-methyl-1H-pyrazol-4-yl)quinolin-4-yl)ethyl)-5-(((S)-1-methyl-pyrrolidin-3-yl)oxy)benzamide